4-amino-1-methyl-N-(4-methyl-2-oxopiperazin-1-yl)-N-((5-(trifluoromethyl)pyridin-2-yl)methyl)-1H-pyrazolo[4,3-c]quinoline-8-carboxamide NC1=NC=2C=CC(=CC2C2=C1C=NN2C)C(=O)N(CC2=NC=C(C=C2)C(F)(F)F)N2C(CN(CC2)C)=O